7-hydroxy-4-methyl-3-(3-morpholin-4-yl-3-oxo-propyl)-2-oxo-2H-chromene-8-carbaldehyde OC1=CC=C2C(=C(C(OC2=C1C=O)=O)CCC(=O)N1CCOCC1)C